ClCCOCCOC=C chloroethoxyethyl-vinylether